N-((1S)-1-cyclohexyl-2-((2-(methylcarbamoyl)-2-(6-oxo-5,7-diazaspiro[2.5]octan-5-yl)-2,3-dihydro-1H-inden-5-yl)amino)-2-oxoethyl)-1-cyclopropyl-1H-pyrazole-5-carboxamide C1(CCCCC1)[C@@H](C(=O)NC=1C=C2CC(CC2=CC1)(N1CC2(CC2)CNC1=O)C(NC)=O)NC(=O)C1=CC=NN1C1CC1